methyl 4-cyclobutyl-2,4-dioxobutyrate C1(CCC1)C(CC(C(=O)OC)=O)=O